6-(2,4-dimethoxypyrimidin-5-yl)-8-(3-fluoro-3-phenylazetidin-1-yl)imidazo[1,2-b]pyridazine COC1=NC=C(C(=N1)OC)C=1C=C(C=2N(N1)C=CN2)N2CC(C2)(C2=CC=CC=C2)F